[K].C(CCCCCCCCCCCCCCCCC)C1=NC(=NC(=N1)SN)S 6-stearyl-amino-1,3,5-triazine-2,4-dithiol monopotassium